2'-oxo-1',2',6,7-tetrahydro-4H-spiro[benzofuran-5,3'-pyrrolo[2,3-b]pyridine]-2-carboxylic acid O=C1C2(C=3C(=NC=CC3)N1)CCC1=C(C=C(O1)C(=O)O)C2